β-(3,4-epoxycyclohexyl)-ethyl-methyl-dimethoxysilane C1(CC2C(CC1)O2)CC[Si](OC)(OC)C